FC1=CC=C(C(=O)NNC(=O)C2C(C3CCC2C3)C(=O)O)C=C1 3-(2-(4-fluorobenzoyl)hydrazine-1-carbonyl)bicyclo[2.2.1]heptane-2-carboxylic acid